[(1R,4R,7R)-7-amino-2-azabicyclo[2.2.1]heptan-2-yl]-[2-(11-cyclobutyl-1,9-diazatricyclo[6.3.1.04,12]dodeca-2,4,6,8(12)-tetraen-2-yl)-7-fluoro-1-methyl-benzimidazol-5-yl]methanone N[C@H]1[C@@H]2N(C[C@H]1CC2)C(=O)C2=CC1=C(N(C(=N1)C=1N3C(CNC=4C=CC=C(C1)C34)C3CCC3)C)C(=C2)F